C(OCC)(OC(C)N(C(C1=C(N=C(C=C1)C(F)(F)F)COCC=1N=NN(N1)C)=O)C1=NN=NN1C)=O Ethyl (1-(N-(1-methyl-1H-tetrazol-5-yl)-2-(((2-methyl-2H-tetrazol-5-yl) methoxy) methyl)-6-(trifluoromethyl) nicotinamido) ethyl) carbonate